5-methyltetrahydro-2H-pyran CC1CCCOC1